Methyl (S)-3-(4-fluorophenyl)-2,3,4,5-tetrahydrobenzo[f][1,4]oxazepine-8-carboxylate FC1=CC=C(C=C1)[C@H]1COC2=C(CN1)C=CC(=C2)C(=O)OC